2-(2-methoxy-4,6-dimethyl-phenyl)-7-(1-methyl-3-piperidyl)-1,8-naphthyridine-4-carbonitrile COC1=C(C(=CC(=C1)C)C)C1=NC2=NC(=CC=C2C(=C1)C#N)C1CN(CCC1)C